6-((1-(6-methylbenzo[d]oxazol-2-yl)ethyl)thio)-1-(tetrahydro-2H-thiopyran-4-yl)-1,5-dihydro-4H-pyrazolo[3,4-d]pyrimidin-4-one CC1=CC2=C(N=C(O2)C(C)SC=2NC(C3=C(N2)N(N=C3)C3CCSCC3)=O)C=C1